5-[2-Methoxy-1-[5-(trifluoromethyl)-3-pyridyl]ethoxy]-7-[5-methyl-1-(4-piperidyl)triazol-4-yl]imidazo[1,2-a]pyridine-3-carbonitrile HCl Cl.COCC(OC1=CC(=CC=2N1C(=CN2)C#N)C=2N=NN(C2C)C2CCNCC2)C=2C=NC=C(C2)C(F)(F)F